4-(2-chloro-7,8-dihydropyrido[3,2-d]pyrimidin-5(6H)-yl)-6,8-dimethyl-2-morpholinopyrido[2,3-d]pyrimidin-7(8H)-one ClC=1N=CC2=C(N1)CCCN2C=2C1=C(N=C(N2)N2CCOCC2)N(C(C(=C1)C)=O)C